C(C)(C)(C)C1=C(C=2CC3=CC(=CC=C3C2C=C1)C(C)(C)C)[Li] (2,7-di-tert-butylfluorenyl)Lithium